OCC1OS(OC1)=O 4-(hydroxymethyl)-1,3,2-dioxathiolane 2-oxide